ethyl bis(trimethylsilyl) phosphate P(=O)(OCC)(O[Si](C)(C)C)O[Si](C)(C)C